(R)-N-((S)-1-(1-(2,3-dichlorophenyl)-2-methyl-6-oxo-1,6-dihydropyrimidin-4-yl)-1'H,3'H-spiro[piperidine-4,2'-pyrrolizine]-1'-yl)-2-methylpropane-2-sulfinamide ClC1=C(C=CC=C1Cl)N1C(=NC(=CC1=O)N1CCC2([C@@H](C3=CC=CN3C2)N[S@](=O)C(C)(C)C)CC1)C